C(C)OC1=C(C=C(C=C1)C1=NNC2=NC=C(C=C21)C2=CC=C(C=C2)N2CCN(CC2)C)C(F)(F)F 3-(4-ethoxy-3-(trifluoromethyl)phenyl)-5-(4-(4-methylpiperazin-1-yl)phenyl)-1H-pyrazolo[3,4-b]pyridine